C(C)N1N=CC(=C1C(=O)O)/N=C(\C)/N1[C@@H](COCC1)C.BrC=1C=CC(=NC1)O[C@@H](C(F)(F)F)C (R)-5-bromo-2-((1,1,1-trifluoropropan-2-yl)oxy)pyridine (R,E)-1-ethyl-4-((1-(3-methylmorpholino)ethylidene)amino)-1H-pyrazole-5-carboxylate